C(N)(=O)C=1C(=NC(=NC1)N1C[C@H](CC1)OC(NC)=O)OCC [(3s)-1-(5-carbamoyl-4-ethoxypyrimidin-2-yl)pyrrolidin-3-yl]-N-methylcarbamate